1-(4-(6-chloro-4-isopropoxypyridin-3-yl)-1H-pyrazol-1-yl)-2-methylpropan-2-ol ClC1=CC(=C(C=N1)C=1C=NN(C1)CC(C)(O)C)OC(C)C